CC1(C(OC1)COC=1C=NC=CC1C#N)C 3-[(3,3-dimethyloxetan-2-yl)methoxy]pyridine-4-carbonitrile